1,3-diphenylprop-2-en-1-one C1(=CC=CC=C1)C(C=CC1=CC=CC=C1)=O